6-Chloro-4-methyl-1H-pyrazolo[4,3-c]pyridine ClC1=CC2=C(C(=N1)C)C=NN2